ClC1=CC2=C(N(C(N=C2N2[C@H](CN(CC2)C(C=C)=O)C)=O)C2=C(C=CC=C2)C2(CC2)C)N=C1C1=C(C=CC=C1O)F (M)-6-chloro-7-(2-fluoro-6-hydroxyphenyl)-1-(2-(1-methylcyclopropyl)phenyl)-4-((2S)-2-methyl-4-(2-propenoyl)-1-piperazinyl)pyrido[2,3-d]pyrimidin-2(1H)-one